COC=1C=CC=C(CC(N)C)C1 5-methoxy-amphetamine